ClC1=C(C(=O)N[C@H](C(=O)O)CC=2C=CC(=C3C=CC=NC23)C=2C(=NN(C2C)C)C(F)(F)F)C(=CC=C1)Cl (S)-2-(2,6-dichlorobenzoylamino)-3-(5-(1,5-dimethyl-3-(trifluoromethyl)-1H-pyrazol-4-yl)quinolin-8-yl)propionic acid